Cl.CC=1N=C(SC1)C1([C@H]2CNC[C@@H]12)CN1C(C2=CC=CC=C2C1=O)=O 2-(((1R,5S,6r)-6-(4-methylthiazol-2-yl)-3-azabicyclo[3.1.0]hexan-6-yl)methyl)isoindoline-1,3-dione hydrochloride